2-((1H-pyrrolo[2,3-b]pyridin-5-yl)oxy)-4-(4-((6-(4-chlorophenyl)spiro[3.5]non-6-en-7-yl)methyl)piperazin-1-yl)-N-((1-(2-methoxyethyl)-5-nitro-1H-pyrrol-3-yl)sulfonyl)benzamide N1C=CC=2C1=NC=C(C2)OC2=C(C(=O)NS(=O)(=O)C1=CN(C(=C1)[N+](=O)[O-])CCOC)C=CC(=C2)N2CCN(CC2)CC2=C(CC1(CCC1)CC2)C2=CC=C(C=C2)Cl